4-(1-carboxyethyl)-10-((6-chloropyridin-2-yl)methyl)-1,4,7,10-tetraazacyclododecane C(=O)(O)C(C)N1CCNCCN(CCNCC1)CC1=NC(=CC=C1)Cl